5-Acetyl-6-oxo-heptanoic acid ethyl ester C(C)OC(CCCC(C(C)=O)C(C)=O)=O